3-cyclopentyl-3-(7-((2s,5r)-2,5-dimethyl-4-(1-(quinoxalin-6-yl)ethyl)piperazin-1-yl)-4-methyl-5-oxo-4,5-dihydro-2H-pyrazolo[4,3-b]pyridin-2-yl)propionitrile C1(CCCC1)C(CC#N)N1N=C2C(N(C(C=C2N2[C@H](CN([C@@H](C2)C)C(C)C=2C=C3N=CC=NC3=CC2)C)=O)C)=C1